COC(\C=C\C=1SC(=CC1)C(NCC1=C(C=C(C=C1)OC)OC)=O)=O (E)-3-{5-[(2,4-dimethoxybenzyl)carbamoyl]Thien-2-yl}acrylic acid methyl ester